OC=1C=C(C=CC1)C=1C(OC2=CC=C(C=C2C1C)O)C1=CC=C(C=C1)C#CCCN1CCN(CC1)C 3-(3-Hydroxyphenyl)-4-methyl-2-{4-[4-(4-methylpiperazin-1-yl)-but-1-ynyl]phenyl}-2H-chromen-6-ol